2-Oxo-5-(4-((pyridin-3-yloxy)methyl)phenyl)-6-(trifluoromethyl)-1,2-dihydropyridine-3-carboxamide O=C1NC(=C(C=C1C(=O)N)C1=CC=C(C=C1)COC=1C=NC=CC1)C(F)(F)F